ethyl (4-methylphenoxy)acetate CC1=CC=C(OCC(=O)OCC)C=C1